C1(CC1)C1=NC=NC(=C1C1=NC(=C2N=CN(C2=N1)C1OCCCC1)NC(C)C1=CC=C(C=C1)C=1N(C=C(N1)C(F)(F)F)C)OC 2-(4-cyclopropyl-6-methoxypyrimidin-5-yl)-N-(1-(4-(1-methyl-4-(trifluoromethyl)-1H-imidazol-2-yl)phenyl)ethyl)-9-(tetrahydro-2H-pyran-2-yl)-9H-purin-6-amine